tert-butyl (S)-7-bromo-2-cyclopropyl-2,3-dihydro-1H-pyrido[2,3-b][1,4]oxazine-1-carboxylate BrC1=CC2=C(OC[C@@H](N2C(=O)OC(C)(C)C)C2CC2)N=C1